BrC1=CC=C2C(=NC(=NC2=C1)NC1C2CC3(CC(CC1C3)C2)O)NC2=CC(=NN2)C 4-[(7-bromo-4-[(3-methyl-1H-pyrazol-5-yl)amino]quinazolin-2-yl)amino]adamantan-1-ol